1-(N-((1S,2R)-2-(6-fluoro-2,3-dimethylphenyl)-1-(5-oxo-4,5-dihydro-1,3,4-oxadi-azol-2-yl)propyl)sulfamoyl)-piperidine-2-carboxylic acid FC1=CC=C(C(=C1[C@H]([C@@H](C=1OC(NN1)=O)NS(=O)(=O)N1C(CCCC1)C(=O)O)C)C)C